CC(C(C)=O)C=C=C(CCCC(CCCC(C)C)C)C 3,6,10,14-tetramethyl-pentadec-4,5-dien-2-one